3,4-dimethoxyphenethyl-amine COC=1C=C(CCN)C=CC1OC